FC([C@H](OC1=CC=C(C=N1)C=1N=CC=2N(C1)C=NN2)C)(C)F 6-[6-[(1R)-2,2-difluoro-1-methyl-propoxy]-3-pyridyl]-[1,2,4]Triazolo[4,3-a]Pyrazine